FC(C=1C(=C(C=CC1)[C@@H](C)NC=1C2=C(N=C(N1)C)N=C(C(=C2)C2(CC2)C#N)O[C@@H]2COCC2)F)F 1-(4-(((R)-1-(3-(difluoromethyl)-2-fluorophenyl)ethyl)amino)-2-methyl-7-(((S)-tetrahydrofuran-3-yl)oxy)pyrido[2,3-d]pyrimidin-6-yl)cyclopropane-1-carbonitrile